CNN1CCC(C=C1C(F)(F)F)C1=CC=C(C=C1)C 1-(Methylamino)-4-(p-tolyl)-6-(trifluoromethyl)-3H-pyridin